methyl (S)-4-(2-(((5-fluoro-2-hydroxyphenyl)(3-fluoro-4-methylphenyl)methyl)carbamoyl)-6-methylpyridin-4-yl)-2,2-dimethylbut-3-ynoate FC=1C=CC(=C(C1)[C@H](C1=CC(=C(C=C1)C)F)NC(=O)C1=NC(=CC(=C1)C#CC(C(=O)OC)(C)C)C)O